COC1=C(C=C(C=N1)N1N=C(C2=C1CCOCC2)C=2C=NN(C2)CC2CN(CC2)C(=O)OC(C)(C)C)C tert-Butyl 3-((4-(1-(6-methoxy-5-methylpyridin-3-yl)-4,5,7,8-tetrahydro-1H-oxepino[4,5-c]pyrazol-3-yl)-1H-pyrazol-1-yl)methyl)pyrrolidine-1-carboxylate